S(C)(=O)(=O)O[C@@H](C1=C(C=C(C=C1)Cl)Cl)CCl (S)-2,4-dichloro-alpha-(chloromethyl)benzyl alcohol mesylate